C(=CC)C(C(C(=O)O)(C=CC)C=CC)(C(=O)O)C=CC Tetrapropenylsuccinic Acid